N1N=CC(=C1)C1=CC=C(C=C1)NC1=NC(=NC=C1)C=1C=CC2=C(SC(=C2)C(=O)N(C)C)C1 6-(4-((4-(1H-pyrazol-4-yl)phenyl)amino)pyrimidin-2-yl)-N,N-dimethyl-benzo[b]thiophene-2-carboxamide